BrC=1C=C(C=C(C1)OC)C[C@H](C(=O)O)[C@@H]1CN(CC1)C(=O)OC(C)(C)C (2S)-3-(3-bromo-5-methoxyphenyl)-2-[(3R)-1-[(tert-butyloxy)carbonyl]pyrrolidin-3-yl]propanoic acid